C=C1C(OC=CC1)C1=CC=CC=C1 METHYLENE-2-PHENYL-2H-PYRAN